COC1=CC=C(C=C1)CN(S(=O)(=O)C1=CC(=C(C=C1)NC1=NC=C(C=C1)C(F)(F)F)N1N=CC(=C1)C)C N-[(4-Methoxyphenyl)methyl]-N-methyl-3-(4-methylpyrazol-1-yl)-4-[[5-(trifluoromethyl)-2-pyridyl]amino]benzenesulfonamide